1-(oxazol-2-yl)ethan-1-amine O1C(=NC=C1)C(C)N